FC(C=1C=CC(=NC1)CNN1C(C2=CC=CC=C2CC1)=O)(F)F 2-[[5-(trifluoromethyl)-2-pyridyl]methylamino]-3,4-dihydroisoquinolin-1-one